N(=[N+]=[N-])[C@@H]1CCC(O[C@@H]1O[C@H]1[C@@H]([C@H]([C@@H](C[C@@H]1N=[N+]=[N-])N=[N+]=[N-])O)O)CN(C(OCC1=CC=CC=C1)=O)CC1=CC=CC=C1 benzyl N-[[(5R,6R)-5-azido-6-[(1R,2R,3S,4R,6S)-4,6-diazido-2,3-dihydroxy-cyclohexoxy]tetrahydropyran-2-yl]methyl]-N-benzyl-carbamate